BrC1=C(C=C(C=C1)[N+](=O)[O-])OC1CCCC1 1-bromo-2-(cyclopentyloxy)-4-nitrobenzene